COC(C1=CC(=CC(=C1)C=1SC(=CN1)C)OC1CCN(CC1)C(C)=O)=O 3-[(1-Acetylpiperidin-4-yl)oxy]-5-(5-methyl-1,3-thiazol-2-yl)benzoic acid methyl ester